N-[(E)-[5-(4-chloro-2-fluoro-anilino)-4-fluoro-3-pyridyl]methyleneamino]-4-methyl-benzenesulfonamide ((R)-(tert-butylsulfinyl)amino)-3H-spiro[benzofuran-2,4'-piperidine]-1'-carboxylate C(C)(C)(C)[S@@](=O)NC1N(CCC2(C1)OC1=C(C2)C=CC=C1)C(=O)O.ClC1=CC(=C(NC=2C(=C(C=NC2)\C=N\NS(=O)(=O)C2=CC=C(C=C2)C)F)C=C1)F